6-Chloro-4-((2S)-2-methyl-4-(2-propenoyl)-1-piperazinyl)-7-(2-oxo-1,2-dihydro-3-pyridinyl)-1-(2-(2-propanyl)phenyl)pyrido[2,3-d]pyrimidin-2(1H)-one ClC1=CC2=C(N(C(N=C2N2[C@H](CN(CC2)C(C=C)=O)C)=O)C2=C(C=CC=C2)C(C)C)N=C1C=1C(NC=CC1)=O